C1(CC1)C=1C(=C(OC=2N=NC(=CC2C2OOCC(N2)CC2=C(C=C(C=C2)C)C)C)C=CC1)F 3-[3-(3-cyclopropyl-2-fluorophenoxy)-6-methylpyridazin-4-yl]-5-[(2,4-dimethylphenyl)methyl]-5,6-dihydro-4H-1,2,4-dioxazine